C(C)C=1[N+](=C(NC1)CC)CCCC ethyl-butyl-ethyl-imidazolium